trans-N-alpha-(9-Fluorenylmethyloxycarbonyl)-4-azido-L-proline C1[C@H](CN([C@@H]1C(=O)O)C(=O)OCC2C3=CC=CC=C3C4=CC=CC=C24)N=[N+]=[N-]